2,3,4,5-tetrahydro-benzo[f][1,4]oxazepine O1CCNCC2=C1C=CC=C2